ammonio sulfate S(=O)(=O)(O[NH3+])[O-]